C1(=CC=CC2=CC=CC=C12)C1(C(C=CC=C1)C)CC#N 2-(naphthyl)-2-tolylacetonitrile